ClC1=C(C=CC(=C1)F)N1C(NC(C=C1C(F)(F)F)=O)=O (2-chloro-4-fluorophenyl)-6-trifluoromethylpyrimidine-2,4(1H,3H)-dione